(R)-1-(6-(4-(1-hydroxypropan-2-yl)-4H-1,2,4-triazol-3-yl)pyridin-2-yl)-3-phenylurea OC[C@@H](C)N1C(=NN=C1)C1=CC=CC(=N1)NC(=O)NC1=CC=CC=C1